N-(4-((S)-2-(3-Fluoro-4-methoxyphenyl)propyl)-6-(((R)-1-hydroxy-4-methylpentan-2-yl)amino)-1,3,5-triazin-2-yl)methanesulfonamide FC=1C=C(C=CC1OC)[C@H](CC1=NC(=NC(=N1)N[C@@H](CO)CC(C)C)NS(=O)(=O)C)C